2-(5-bromo-2-fluorophenyl)(2-oxo-3-phenylpyridin-1-yl)acetic acid BrC=1C=CC(=C(C1)C(C(=O)O)N1C(C(=CC=C1)C1=CC=CC=C1)=O)F